ClC1=NC=C(C=C1C(=O)N1[C@H](C[C@@H](C1)O)CO)[N+](=O)[O-] (2-chloro-5-nitropyridin-3-yl)[(2R,4S)-4-hydroxy-2-(hydroxymethyl)pyrrolidin-1-yl]methanone